(S)-6-(2-methylpyrrolidin-1-yl)quinoline-4-carboxylic acid C[C@@H]1N(CCC1)C=1C=C2C(=CC=NC2=CC1)C(=O)O